O1COC2=C1C=CC(=C2)CNC(=O)C2CC1(CN(C1)[C@H](C)C1=CC=CC3=CC=CC=C13)C2 N-(Benzo[d][1,3]dioxol-5-ylmethyl)(R)-2-(1-(naphthalen-1-yl)ethyl)-2-azaspiro[3.3]heptane-6-carboxamide